N1N=NN=C1NC1=NN=NN1 bis(1H-tetrazole-5-yl)amine